FC1=C(C=C(C=C1)NC(C1=C(C=C(C=C1)C(F)(F)F)OC1=C(C=C(C=C1)F)C)=O)NC(=O)N1CCN(CC1)C N-(2-fluoro-5-(2-(4-fluoro-2-methylphenoxy)-4-(trifluoromethyl)benzamido)phenyl)-4-methylpiperazine-1-carboxamide